CN1N=CC(=C1C1=CC=2N(C=C1)N=C(C2)NC(=O)C2CC2)OCC2(CNC2)C2=CC=CC=C2 N-(5-(1-methyl-4-((3-phenylazetidin-3-yl)methoxy)-1H-pyrazol-5-yl)pyrazolo[1,5-a]pyridin-2-yl)cyclopropanecarboxamide